NC1=C(C=C(C=C1)OB(O)O)[N+](=O)[O-] 4-amino-3-nitrophenyl-boric acid